C[C@H](CN[C@H](CCO)C(=O)O)CCC1=NC=2NCCCC2C=C1 ((S)-2-methyl-4-(5,6,7,8-tetrahydro-1,8-naphthyridin-2-yl)butyl)-D-homoserine